N-[3-chloro-4-[4-(4-methoxypiperidine-4-carbonyl)piperazine-1-carbonyl]phenyl]-5-[2,3-difluoro-4-[1-(2-methoxyethyl)-5-methyl-pyrazol-4-yl]phenyl]-1-methyl-imidazole-2-carboxamide ClC=1C=C(C=CC1C(=O)N1CCN(CC1)C(=O)C1(CCNCC1)OC)NC(=O)C=1N(C(=CN1)C1=C(C(=C(C=C1)C=1C=NN(C1C)CCOC)F)F)C